2-[2-ethoxy-5-(4-ethyl-piperazine-1-yl-sulfonyl)phenyl]-5-methyl-7-propyl-3H-imidazo[5,1-f][1,2,4]triazin-4-one C(C)OC1=C(C=C(C=C1)S(=O)(=O)N1CCN(CC1)CC)C1=NN2C(C(N1)=O)=C(N=C2CCC)C